3,5,5-trimethyl-hexanal tert-butyl-N-tert-butoxycarbonyl-N-[2-[2-[2-[2-(2-hydroxyethoxy)ethoxy]ethoxy]ethoxy]ethyl]carbamate C(C)(C)(C)OC(N(CCOCCOCCOCCOCCO)C(=O)OC(C)(C)C)=O.CC(CC=O)CC(C)(C)C